5-(difluoromethyl)-1-methyl-3-(trifluoromethyl)-1H-pyrazole FC(C1=CC(=NN1C)C(F)(F)F)F